FC(=CCCCC(=O)N1[C@H](C2=CC=CC=C2[C@H](C1)C=1C=NN(C1C)C)C)F |r| 6,6-difluoro-1-[rac-(1S,4S)-4-(1,5-dimethylpyrazol-4-yl)-1-methyl-3,4-dihydro-1H-isoquinolin-2-yl]hex-5-en-1-one